C(C)OC(=C)C1=CC2=C(N=C(N=[N+]2[O-])NCCC(=O)OC(C)C)C=C1 7-(1-ethoxyvinyl)-3-((3-isopropoxy-3-oxopropyl)amino)benzo[e][1,2,4]triazine-1-Oxide